1,1-dichloro-3,3-diethyl-1,3-disilacyclohexane Cl[Si]1(C[Si](CCC1)(CC)CC)Cl